C(C1=CC=CC=C1)OC1=CC=C(C=C1)C[C@@H](CN1C(C2=CC=CC=C2C1=O)=O)OC (S)-2-(3-(4-(benzyloxy)phenyl)-2-methoxypropyl)isoindoline-1,3-dione